(6S,7R)-6-(benzyloxy)-7-(ethoxymethyl)-4-(naphthalen-1-ylmethyl)-1,4-oxazepane C(C1=CC=CC=C1)O[C@H]1CN(CCO[C@@H]1COCC)CC1=CC=CC2=CC=CC=C12